N=1NN=NC1CC1=CC=C(C=C1)C1=C2C(=C(N=N1)C1=C(OCCOCCNC(OC(C)(C)C)=O)C=C(C=C1)F)SC=C2 tert-butyl (2-(2-(2-(4-(4-((2H-tetrazol-5-yl)methyl)phenyl)thieno[2,3-d]pyridazin-7-yl)-5-fluorophenoxy)ethoxy)ethyl)carbamate